2-((2-phenylpropan-2-yl)oxy)ethan-1-amine C1(=CC=CC=C1)C(C)(C)OCCN